(S,Z)-(4-(1-(4-(2-(4-((4-(2-(2,6-dioxopiperidin-3-yl)-1-oxoisoindolin-5-yl)piperazin-1-yl)methyl)piperidin-1-yl)ethoxy)phenyl)-2-phenylbut-1-en-1-yl)phenyl)boronic acid O=C1NC(CC[C@@H]1N1C(C2=CC=C(C=C2C1)N1CCN(CC1)CC1CCN(CC1)CCOC1=CC=C(C=C1)\C(=C(\CC)/C1=CC=CC=C1)\C1=CC=C(C=C1)B(O)O)=O)=O